C(C)(C)C(C[N-]C)(C(C)C)C 2-isopropyl-N,2,3-trimethylbutyl-amide